8-(2-(3-Chloropyridin-2-yl)ethyl)-12-isobutyl-4-oxa-8,12-diazadispiro[2.1.5.3]tridecan ClC=1C(=NC=CC1)CCN1CCC2(OC3(CC3)CN(C2)CC(C)C)CC1